N-(4-Fluorophenyl)-2-[1-(oxan-2-carbonyl)-1,2,3,4-tetrahydrochinolin-6-yl]propanamid FC1=CC=C(C=C1)NC(C(C)C=1C=C2CCCN(C2=CC1)C(=O)C1OCCCC1)=O